N-Cyclopentyl-5-((2-(methylsulfonyl)ethoxy)methyl)-2-phenyl-1H-indol-7-amine C1(CCCC1)NC=1C=C(C=C2C=C(NC12)C1=CC=CC=C1)COCCS(=O)(=O)C